N-{1-[2-(4-ethyl-5-oxo-4,5-dihydro-1H-1,2,3,4-tetrazol-1-yl)ethyl]-4-(methoxymethyl)piperidin-4-yl}-N-phenylpropylamide C(C)N1N=NN(C1=O)CCN1CCC(CC1)(COC)[N-]CCCC1=CC=CC=C1